FC1=CC(=NC=C1)NC1=NN(C2=C1C=NC(=C2)C(=O)N2CCC(CC2)(O)CC)CC(F)(F)F [3-(4-Fluoro-pyridin-2-ylamino)-1-(2,2,2-trifluoro-ethyl)-1H-pyrazolo[4,3-c]pyridin-6-yl]-(4-ethyl-4-hydroxypiperidin-1-yl)-methanone